C(C)(=O)C1=CC=C(C=C1)N1CCN(CC1)C(CN1C[C@@H](CC1)C(=O)NC1=CC(=C(C=C1)O)C1=NC=CC=C1)=O (3R)-1-[2-[4-(4-acetylphenyl)-1-piperazinyl]-2-oxoethyl]-N-[4-hydroxy-3-(2-pyridinyl)phenyl]-3-pyrrolidinecarboxamide